[Si](C)(C)(C(C)(C)C)OC(CN(CC(O[Si](C(C)(C)C)(C)C)CCCCCOC(C(CCCCCCCC)CCCCCCCC)=O)CCCCNC(CN(CC(=O)O)C)=O)CCCCOC(CCCCCCCCCC)=O 7-(2-((tert-butyldimethylsilyl)oxy)-6-(undecanoyloxy)hexyl)-2,2,3,3,15-pentamethyl-5-(5-((2-octyldecanoyl)oxy)pentyl)-13-oxo-4-oxa-7,12,15-triaza-3-silaheptadecan-17-oic acid